C1(C=2N(C=CN1)C1=C(C2)CCC1)=O 7,8-dihydro-2H-cyclopenta[4,5]pyrrolo[1,2-a]pyrazin-1(6H)-one